ClC=1C=C(C=C(C1)Cl)C1(CC(=NO1)N1CC2=C(C1)C=C(S2)C(=O)N2CC(C2)(F)F)C(F)(F)F (5-(5-(3,5-dichlorophenyl)-5-(trifluoromethyl)-4,5-dihydroisoxazol-3-yl)-5,6-dihydro-4H-thieno[2,3-c]pyrrol-2-yl)(3,3-difluoroazetidin-1-yl)methanone